C1(CC1)C=1C(=CC(=C(CN2CCC3(CC(N(C3)C3=CC=C(C=C3)S(=O)(=O)O)=O)CC2)C1)OCC)C(=O)OC(C)C 4-(8-(5-cyclopropyl-2-ethoxy-4-(isopropoxycarbonyl)benzyl)-3-oxo-2,8-diazaspiro[4.5]decan-2-yl)benzenesulfonic acid